N1=C(C=NC2=CC=CC=C12)C(CC(=O)O)N1N=CC2=C(C=CC=C12)OCCC1=NC=2NCCCC2C=C1 3-(Quinoxalin-2-yl)-3-(4-(2-(5,6,7,8-tetrahydro-1,8-naphthyridin-2-yl)eth-oxy)-1H-indazol-1-yl)propanoic acid